(S)-2-(4-(6-((5-carbamoylfuran-2-yl)methoxy)pyridin-2-yl)-2,5-difluorobenzyl)-1-(oxetan-2-ylmethyl)-1H-benzo[d]imidazole-6-carboxylic acid C(N)(=O)C1=CC=C(O1)COC1=CC=CC(=N1)C1=CC(=C(CC2=NC3=C(N2C[C@H]2OCC2)C=C(C=C3)C(=O)O)C=C1F)F